tert-butyl 2-(5-bromo-2-fluorophenyl)-2-(4-oxofuro[3,2-c]pyridin-5(4H)-yl)acetate BrC=1C=CC(=C(C1)C(C(=O)OC(C)(C)C)N1C(C2=C(C=C1)OC=C2)=O)F